(S)-1-(3-(4-amino-3-((2-cyclobutyl-6-fluorobenzo[d]thiazol-5-yl)ethynyl)-1H-pyrazolo[3,4-d]pyrimidin-1-yl)pyrrolidin-1-yl)prop-2-en-1-one NC1=C2C(=NC=N1)N(N=C2C#CC=2C(=CC1=C(N=C(S1)C1CCC1)C2)F)[C@@H]2CN(CC2)C(C=C)=O